FC=1C(=NC=CC1)NC1=NC(=NS1)C1=NC=C(C=C1)OC1CCN(CC1)C N-(3-fluoropyridin-2-yl)-3-(5-(1-methylpiperidin-4-yloxy)pyridin-2-yl)-1,2,4-thiadiazol-5-amine